N,N'-bis(2-hydroxy-1-methyl-ethyl)oxamide OCC(C)NC(=O)C(=O)NC(CO)C